C(C)OC(CCC)=O Ethyl-butyrat